C1(CC1)OC1=C(C=C(C=C1)CO)C(F)(F)F (4-cyclopropoxy-3-(trifluoromethyl)phenyl)methanol